CN1CCC(CC1)C1=CC=NO1 5-(1-methylpiperidin-4-yl)isoxazol